((2,6-dimethyl-pyrimidin-4-yl)amino)-N-ethoxy-4-((4-ethyl-2-(N-methyl-methane-sulfonamido)phenyl)amino)-nicotinamide CC1=NC(=CC(=N1)NC1=C(C(=O)NOCC)C(=CC=N1)NC1=C(C=C(C=C1)CC)N(S(=O)(=O)C)C)C